O1C(OCC1)C1=CC(=C(C=C1)B1OC(C(O1)(C)C)(C)C)C 2-[4-(1,3-dioxolan-2-yl)-2-methyl-phenyl]-4,4,5,5-tetramethyl-1,3,2-dioxaborolane